C12CN(CC(CC1)N2)C2=NC(=NC1=C(C(=CC=C21)C2=CC=CC=1SC(=C(C12)C)N)F)OC[C@]12CCCN2C[C@@H](C1)F 4-(4-(3,8-diazabicyclo-[3.2.1]octan-3-yl)-8-fluoro-2-(((2R,7aS)-2-fluorotetra-hydro-1H-pyrrolizin-7a(5H)-yl)methoxy)quinazolin-7-yl)-3-methylbenzo[b]thiophen-2-amine